C(CCCCCC)OC(C(CCCCC(CCC)NCCCO)CCCCCC)=O 7-((3-hydroxypropyl)amino)2-hexyldecanoic acid heptyl ester